(S)-1-(1-(5-fluoro-3-methylbenzofuran-2-yl)-2-methylpropyl)-3-(2-hydroxypyrimidin-5-yl)urea FC=1C=CC2=C(C(=C(O2)[C@H](C(C)C)NC(=O)NC=2C=NC(=NC2)O)C)C1